3-bromo-5-fluoro-11-methyl-11-azatricyclo[6.2.1.02,7]undeca-2(7),3,5,9-tetraene BrC=1C=2C3C=CC(C2C=C(C1)F)N3C